CN(C(=O)C1=NN2C(CNCCC2)=C1)C N,N-dimethyl-4,6,7,8-tetrahydropyrazolo[1,5-a][1,4]diazepine-2-Carboxamide